METHYL-4H-CHROMEN-4-ONE CC=1OC2=CC=CC=C2C(C1)=O